O=C1N(N=NC2=C1C=CC=C2)CC(=O)N[C@@H](C)C2=CC=C(C=C2)OC(F)(F)F 2-(4-oxo-1,2,3-benzotriazin-3(4H)-yl)-N-{(1S)-1-[4-(trifluoromethoxy)phenyl]ethyl}acetamide